FC1=CC(=C(OCCN(C(OC(C)(C)C)=O)C)C=C1)C=1C=C2C(=CN1)N(N=C2C=C)C2OCCCC2 tert-butyl N-[2-[4-fluoro-2-(1-tetrahydropyran-2-yl-3-vinyl-pyrazolo[3,4-c]pyridin-5-yl)phenoxy]ethyl]-N-methyl-carbamate